CC1(OB(OC1(C)C)C=1C=C2CC3(C(NC2=CC1)=O)CC3)C 6'-(4,4,5,5-tetramethyl-1,3,2-dioxaborolan-2-yl)-1',4'-dihydro-2'H-spiro[cyclopropane-1,3'-quinolin]-2'-one